perfluoro (ethyl-vinyl)methyl ether C(C)C=CCOF